ClC=1C=C(C=CC1OC(C(OC(F)(F)F)F)(F)F)NC(=O)NC(C1=C(C=CC=C1F)F)=O (+)-1-[3-chloro-4-(1,1,2-trifluoro-2-trifluoromethoxyethoxy)phenyl]-3-(2,6-difluorobenzoyl)urea